ethyl (Z)-3-((1-(4-chlorophenyl) allyl) amino)-3-phenylacrylate ClC1=CC=C(C=C1)C(C=C)N\C(=C/C(=O)OCC)\C1=CC=CC=C1